OC[C@H](C1=CC=CC=C1)NC1=NC(=NC=C1C=1OC(=NN1)C)NC1=CC(=C(C(=O)N)C=C1)C 4-[[4-[[(1S)-2-hydroxy-1-phenyl-ethyl]amino]-5-(5-methyl-1,3,4-oxadiazol-2-yl)-pyrimidin-2-yl]amino]-2-methyl-benzamide